C(C(O)CO)(=O)OP(=O)(O)O.NC1=C(C(=NN1C1CCN(CC1)C1CNC1)C1=CC=C(C=C1)OC1=C(C=C(C=C1)F)F)C(=O)N 5-amino-1-[1-(azetidin-3-yl)-4-piperidyl]-3-[4-(2,4-difluorophenoxy)phenyl]pyrazole-4-formamide glyceroyl-phosphate